FC(CCCO[Si](OC)(OC)C)(F)F trifluoropropyl-methyl-trimethoxysilane